1-(6-(1-(3-(((3R,4S)-4-((5-chloropyrimidin-2-yl)amino)-3-fluoropiperidin-1-yl)sulfonyl)benzyl)piperidin-4-yl)-1-methyl-1H-indazol-3-yl)dihydropyrimidine-2,4(1H,3H)-dione ClC=1C=NC(=NC1)N[C@@H]1[C@@H](CN(CC1)S(=O)(=O)C=1C=C(CN2CCC(CC2)C2=CC=C3C(=NN(C3=C2)C)N2C(NC(CC2)=O)=O)C=CC1)F